(S,Z)-1-((5-chloro-3'-propoxy-[1,1'-biphenyl]-2-yl)sulfonyl)-4-fluoro-N-(4-(methylsulfonyl)but-3-en-2-yl)piperidine-4-carboxamide ClC=1C=CC(=C(C1)C1=CC(=CC=C1)OCCC)S(=O)(=O)N1CCC(CC1)(C(=O)N[C@@H](C)\C=C/S(=O)(=O)C)F